C(#N)C1=CN=C2N1C=C(C=C2)C=2C(=NC=CC2)C2=NC(=CC=C2)NS(=O)(=O)C N-(3'-(3-Cyanoimidazo[1,2-a]pyridin-6-yl)-[2,2'-bipyridin]-6-yl)methansulfonamid